2,3':5',4''-terpyridine N1=C(C=CC=C1)C=1C=NC=C(C1)C1=CC=NC=C1